CC1=CC=C(CN2C(NC(N=C2)=O)=O)C=C1 1-(4-methylbenzyl)-1,3,5-triazine-2,4-dione